C(C)OC(C(NCC1=CC=C(C=C1)C(F)(F)F)=N)OCC 2,2-diethoxy-N-[[4-(trifluoromethyl)phenyl]methyl]ethanimidamide